N(=[N+]=[N-])CCCCC(=O)OC1=CC=C(C=C1)CO 4-(hydroxymethyl)phenyl 5-azidopentanoate